{4-[(3R)-2,6-dioxopiperidin-3-yl]-3,5-difluorophenyl}piperidine-4-carbaldehyde O=C1NC(CC[C@@H]1C1=C(C=C(C=C1F)N1CCC(CC1)C=O)F)=O